1-Methylvinylacetat CC(=C)CC(=O)[O-]